ClC=1C=C2CCN([C@H](C2=C(C1)Cl)C)C(=O)[C@H]1CN(CCO1)C1=CN=CC=2N1C=CN2 ((S)-6,8-dichloro-1-methyl-3,4-dihydroisoquinolin-2(1H)-yl)((R)-4-(imidazo[1,2-a]pyrazin-5-yl)morpholin-2-yl)methanone